CC(C(=O)NCCC1=CC=C(C=C1)C1=NOC(=N1)C(F)(F)F)C 2-methyl-N-[2-[4-[5-(trifluoromethyl)-1,2,4-oxadiazol-3-yl]phenyl]ethyl]propanamide